(5-amino-1,3,4-thiadiazol-2-yl)methanol NC1=NN=C(S1)CO